6-(9H-fluoren-2-yl)-5,6-dihydrobenzene C1=C(C=CC=2C3=CC=CC=C3CC12)C1CC=CC=C1